4-(3,4-dichlorophenyl)-1,2,3,4-tetrahydroisoquinoline-1,1,3,3,4-d5 ClC=1C=C(C=CC1Cl)C1(C(NC(C2=CC=CC=C12)([2H])[2H])([2H])[2H])[2H]